CC1CC(C1)(C1=NN=CN1C)C=1C=C(C=CC1)N1C(C2=C(C(=C1)C(F)(F)F)C=C(N2)CNC2(CCC2)C)=O 6-(3-((1s,3s)-3-methyl-1-(4-methyl-4H-1,2,4-triazol-3-yl)cyclobutyl)phenyl)-2-(((1-methylcyclobutyl)amino)methyl)-4-(trifluoromethyl)-1,6-dihydro-7H-pyrrolo[2,3-c]pyridin-7-one